ClC1=CC=C2C(NNC2=C1)(C=1C=NC=CC1)C(C)N1N=CC=2C1=NC=NC2N 1-(6-Chloro-1-(3-(pyridin-3-yl)-1H-indazol-3-yl)ethyl)-1H-pyrazolo[3,4-d]Pyrimidine-4-amine